(S)-(4-(4-fluoropyrazolo[1,5-a]pyridin-2-yl)-1,4,6,7-tetrahydro-5H-imidazo[4,5-c]pyridin-5-yl)(5-(pyrimidin-5-yl)-1,3,4-oxadiazol-2-yl)methanone FC=1C=2N(C=CC1)N=C(C2)[C@H]2N(CCC1=C2N=CN1)C(=O)C=1OC(=NN1)C=1C=NC=NC1